di-octyl phosphonate P(OCCCCCCCC)(OCCCCCCCC)=O